CC1=CCC(C=CCC1)C 1,4-dimethyl-1,5-cyclooctadiene